4-hydroxy-2-methoxy-pyridine-3-carboxylic acid OC1=C(C(=NC=C1)OC)C(=O)O